8-(Methoxymethyl)-N-methyl-N-phenyl-[1,2,4]triazolo[4,3-a]quinazolin-5-amine COCC1=CC=C2C(=NC=3N(C2=C1)C=NN3)N(C3=CC=CC=C3)C